OC[C@@H](CC1=CC=CC=C1)NC(OCC1=CC=CC=C1)=O benzyl (R)-(1-hydroxy-3-phenylpropan-2-yl)carbamate